N4,N4'-di(naphthalen-2-yl)-N4,N4'-diphenyl-[1,1'-biphenyl]-4,4'-diamine C1=C(C=CC2=CC=CC=C12)N(C1=CC=C(C=C1)C1=CC=C(C=C1)N(C1=CC=CC=C1)C1=CC2=CC=CC=C2C=C1)C1=CC=CC=C1